(3R,5R)-8-(2-amino-6-((R)-1-(4-chloro-2-(3-methyl-1H-pyrazol-1-yl)phenyl)-2,2,2-trifluoroethoxy)pyrimidin-4-yl)-2-azaspiro[4.5]dec-7-ene-3-carboxylic acid hydrochloride Cl.NC1=NC(=CC(=N1)C1=CC[C@@]2(C[C@@H](NC2)C(=O)O)CC1)O[C@@H](C(F)(F)F)C1=C(C=C(C=C1)Cl)N1N=C(C=C1)C